(5-(3-((dimethyl-amino)methyl)-3-hydroxy-piperidin-1-yl)pyridin-2-ylamino)-4-(8-fluoro-7-methyl-imidazo[1,2-a]pyridin-3-yl)isoindolin-1-one CN(C)CC1(CN(CCC1)C=1C=CC(=NC1)NN1C(C2=CC=CC(=C2C1)C1=CN=C2N1C=CC(=C2F)C)=O)O